Methyl (rel)-(S)-2-ethyl-4-(3-hydroxy-3-(methoxymethyl) pent-1-yn-1-yl)benzoate C(C)C1=C(C(=O)OC)C=CC(=C1)C#C[C@@](CC)(COC)O |o1:14|